5-(2-fluoro-6-hydroxy-3-(1-(4-(trifluoromethyl)cyclohexyl)-1H-pyrazol-4-yl)phenyl)-1,2,5-thiadiazolidin-3-one 1,1-dioxide FC1=C(C(=CC=C1C=1C=NN(C1)C1CCC(CC1)C(F)(F)F)O)N1CC(NS1(=O)=O)=O